diethylstyrenephosphonate C(C)OP(OCC)(=O)C=CC1=CC=CC=C1